CC=1N=C(NC1C)C1=NC=CC(=C1)C=1C=NC=C(C1)NCC1CCOCC1 2'-(4,5-Dimethyl-1H-imidazol-2-yl)-N-(tetrahydro-2H-pyran-4-ylmethyl)-3,4'-bipyridin-5-amin